NC1=C2C(=NC=N1)N(N=C2C2=CC=C(C=C2)OC2=CC=CC=C2)C2CCN(CC2)CC=2C(=NC(=CC2)F)N2C(NC(CC2)=O)=O 1-(3-((4-(4-amino-3-(4-phenoxyphenyl)-1H-pyrazolo[3,4-d]pyrimidin-1-yl)piperidin-1-yl)methyl)-6-fluoropyridin-2-yl)dihydropyrimidine-2,4(1H,3H)-dione